5-(5-methyl-piperidin-3-yl)-8-trifluoromethyl-quinoline CC1CC(CNC1)C1=C2C=CC=NC2=C(C=C1)C(F)(F)F